(2S,5S)-4-(3,3,3-Trifluoro-2,2-dimethylpropanoyl)-2,3,4,5-tetrahydro-2,5-methanopyrido[3,4-f][1,4]oxazepine-9-carbonitrile FC(C(C(=O)N1C[C@H]2OC3=C([C@@H]1C2)C=NC=C3C#N)(C)C)(F)F